6-[3-fluoro-5-[2,3,3,3-tetradeuterio-2-(trideuteriomethyl)propoxy]phenyl]-2-[(4S)-2,2,4-trimethylpyrrolidin-1-yl]pyridin-3-carboxamid FC=1C=C(C=C(C1)OCC(C([2H])([2H])[2H])(C([2H])([2H])[2H])[2H])C1=CC=C(C(=N1)N1C(C[C@@H](C1)C)(C)C)C(=O)N